(R)-2-{5-(pyrrolidin-2-yl)-1H-1,2,4-triazol-1-yl}pyrimidine dihydrochloride Cl.Cl.N1[C@H](CCC1)C1=NC=NN1C1=NC=CC=N1